2-{[(3R,3aR,6R,6aR)-6-(oxan-2-yloxy)-hexahydrofuro[3,2-b]furan-3-yl]oxy}-5-[4-(2-bromoethoxy)phenyl]-6-chloro-1-{[2-(trimethylsilyl)ethoxy]methyl}-1H-imidazo[4,5-b]pyridine O1C(CCCC1)O[C@@H]1CO[C@H]2[C@@H]1OC[C@H]2OC=2N(C=1C(=NC(=C(C1)Cl)C1=CC=C(C=C1)OCCBr)N2)COCC[Si](C)(C)C